N(=C=S)C1=CC=C2C(=C(NC2=C1)C1=CC=CC=C1)C(CC(F)(F)F)C1=CC=CC=C1 6-isothiocyanato-2-phenyl-3-(3,3,3-trifluoro-1-phenylpropyl)-1H-indole